7-methyl-N-(7-(4-methylpiperazine-1-carbonyl)naphthalen-2-yl)-1H-indole CC=1C=CC=C2C=CN(C12)C1=CC2=CC(=CC=C2C=C1)C(=O)N1CCN(CC1)C